CC1=NC(=C(C=C1C)C)C 2,3,5,6-Tetramethylpyridine